NC1=NN2C(N=CC(=C2)F)=C1C(=O)NC=1C=NC=C(C1N1CCC(CC1)C(=O)N1CCN(CC1)C1COC1)F 2-amino-6-fluoro-N-[5-fluoro-4-[4-[4-(oxetan-3-yl)piperazine-1-carbonyl]piperidin-1-yl]pyridin-3-yl]pyrazolo[1,5-a]pyrimidine-3-carboxamide